1-(((R)-1-(3-amino-5-(trifluoromethyl)phenyl)ethyl)amino)-7-(1-methylpyrrolidin-3-yl)pyrido[3,4-d]pyridazin-4(3H)-one NC=1C=C(C=C(C1)C(F)(F)F)[C@@H](C)NC=1C2=C(C(NN1)=O)C=NC(=C2)C2CN(CC2)C